S(C)(=O)(=O)O[C@H]([C@H](C1=CC=CC=C1)C1=C(C=CC=C1)F)[C@@H]1N(CCC1)C(=O)C1=NN(C=C(C1=O)OCC1=CC=CC=C1)CC1=CC=CC=C1 (1R,2R)-1-((R)-1-(1-benzyl-5-(benzyloxy)-4-oxo-1,4-dihydropyridazine-3-carbonyl) pyrrolidin-2-yl)-2-(2-fluorophenyl)-2-phenylethyl mesylate